C(C1=CC=CC=C1)N1C(NC(C1=O)CO)=O 3-benzyl-5-(hydroxymethyl)imidazoline-2,4-dione